CC1=CC2=C(C=N1)C=C(N2S(=O)(=O)C2=CC=C(C)C=C2)CN (6-methyl-1-tosyl-1H-pyrrolo[3,2-c]pyridin-2-yl)methanamine